3-(1-oxo-5-(4-((1-(piperidin-4-ylmethyl)piperidin-4-yl)methyl)piperazin-1-yl)isoindolin-2-yl)piperidine-2,6-dione hydrochloride Cl.O=C1N(CC2=CC(=CC=C12)N1CCN(CC1)CC1CCN(CC1)CC1CCNCC1)C1C(NC(CC1)=O)=O